ClC1=C(C=CC(=C1)[N+](=O)[O-])NC(=O)C=1C=C(C=CC1O)C1=C(C=C(C=C1)F)F N-(2-chloro-4-nitrophenyl)-2',4'-difluoro-4-hydroxy-[1,1'-biphenyl]-3-carboxamide